ClC1=C(C(C(=O)O)=CC=C1)O 3-chlorosalicylic acid